4-methoxybenzoic acid [4-(2-propyl) benzylidene-2-pentyl] ester CC(C)C1=CC=C(C=CCCC(C)OC(C2=CC=C(C=C2)OC)=O)C=C1